4-(1,1-difluoro-3-methoxypropyl)-4-hydroxycyclohexane-1-one FC(CCOC)(F)C1(CCC(CC1)=O)O